C(C)(CC)OC(C)=O s-Butylacetat